O[C@H](C)C1=NC=2C(=C3C(=NC2)C=CS3)N1[C@H]1CC[C@@H](OC1)CC#N ((2R,5S)-5-{2-[(1R)-1-hydroxyethyl]1H-imidazo[4,5-d]thieno[3,2-b]pyridin-1-yl}tetrahydro-2H-pyran-2-yl)acetonitrile